ClC=1C=2CCCC2C(=C2CCCC12)NC(=O)NS(=O)(=O)C=1SC(=CN1)C(C)(C)O N-(8-chloro-1,2,3,5,6,7-hexahydros-indacen-4-ylcarbamoyl)-5-(2-hydroxypropan-2-yl)thiazole-2-sulfonamide